8-oxo-5-thia-1-azabicyclo[4.2.0]oct-2-ene-2-carboxylic acid acetate monohydrate O.C(C)(=O)O.O=C1CC2SCC=C(N12)C(=O)O